(6-(7-phenyl-2,7-diazaspiro[4.4]nonan-2-yl)picolinoyl)glycine C1(=CC=CC=C1)N1CC2(CCN(C2)C2=CC=CC(=N2)C(=O)NCC(=O)O)CC1